C1(=CC=CC=C1)N(C1=CC=2C(C3=CC=CC=C3C2C=C1)(C)C)C1=CC=2C(C3=CC=CC=C3C2C=C1)(C)C phenyl-bis(9,9-dimethyl-9H-fluoren-2-yl)amine